C(C)(C)(C)OC(=O)N1[C@H](CCC1=O)CO[Si](C)(C)C(C)(C)C (2R)-2-[[tert-butyl-(dimethyl)silyl]oxymethyl]-5-oxo-pyrrolidine-1-carboxylic acid tert-butyl ester